CC=1C=CC(NC1)=O 5-methylpyridinone